COC1=CC=C(CN2C(CNCC2)=O)C=C1 1-(4-methoxybenzyl)piperazine-2-one